Cl.C1(=CC=CC=C1)S(=O)(=O)/C=C/CNC(=O)C=1C(NC=2CCNCC2C1)=O N-[(2E)-3-(benzenesulfonyl)prop-2-en-1-yl]-2-oxo-1,2,5,6,7,8-hexahydro-1,6-naphthyridine-3-carboxamide hydrochloride